3-((tert-butyldimethylsilyl)oxy)-2-((8-chloro-1-(2,6-dichloro-4-fluorophenyl)-2-methyl-4-oxo-1,4-dihydro-1,6-naphthyridin-5-yl)oxy)-N-methylpropanamide [Si](C)(C)(C(C)(C)C)OCC(C(=O)NC)OC1=C2C(C=C(N(C2=C(C=N1)Cl)C1=C(C=C(C=C1Cl)F)Cl)C)=O